4-pentenyl-amide C(CCC=C)[NH-]